CC(C)(C)OC(=O)NC1C[C@H]2CCC[C@@H](C1)N2CC3=CC=CC=C3 tert-butyl ((1R,3s,5S)-9-benzyl-9-azabicyclo[3.3.1]nonan-3-yl)carbamate